[1,1'-biphenyl]-4-Carboxylic acid ethyl ester C(C)OC(=O)C1=CC=C(C=C1)C1=CC=CC=C1